5-chloro-N-(5-chloro-6-(2H-1,2,3-triazol-2-yl)pyridin-3-yl)-2,4'-difluoro-2'-(2-hydroxyethoxy)-(1,1'-biphenyl)-4-carboxamide ClC=1C(=CC(=C(C1)C1=C(C=C(C=C1)F)OCCO)F)C(=O)NC=1C=NC(=C(C1)Cl)N1N=CC=N1